ONC(\C=C\C1=C(C=CC(=C1)C=C(C(C1=CC(=C(C(=C1)OC)OC)OC)=O)C(F)(F)F)F)=O (trans)-N-hydroxy-3-(2-fluoro-5-((cis)-2-trifluoromethyl-2-(3,4,5-trimethoxybenzoyl)vinyl)phenyl)acrylamide